N-cyclopropyl-1-[[4-[5-(trifluoromethyl)-1,2,4-oxadiazol-3-yl]phenyl]methyl]pyrazole-4-carboxamide C1(CC1)NC(=O)C=1C=NN(C1)CC1=CC=C(C=C1)C1=NOC(=N1)C(F)(F)F